BrCC1=C(C(=CC=C1)Cl)C(C(=O)OCC)(F)F ethyl 2-(2-(bromomethyl)-6-chlorophenyl)-2,2-difluoroacetate